FC1=CC=C(C=C1)C1=CC=C(O1)CN (5-(4-fluorophenyl)furan-2-yl)methylamine